tert-butyl 3-(5-(3-(3,5-dimethylphenyl)-5H-pyrrolo[2,3-b]pyrazin-5-yl)-2-(methoxycarbonyl)phenyl)piperidine-1-carboxylate CC=1C=C(C=C(C1)C)C1=CN=C2C(=N1)N(C=C2)C=2C=CC(=C(C2)C2CN(CCC2)C(=O)OC(C)(C)C)C(=O)OC